5-[3-methoxy-4-(4-methoxybenzyloxy)benzyl]pyrimidine-2,4-diamine COC=1C=C(CC=2C(=NC(=NC2)N)N)C=CC1OCC1=CC=C(C=C1)OC